6-[3-(4-Mesyl-2-anisidino)-1-propynyl]-4-(1-methyl-3-pyrrolidinylamino)-1-(2,2,2-trifluoroethyl)indole S(=O)(=O)(C)C=1C=C(C(OC)=CC1)NCC#CC1=CC(=C2C=CN(C2=C1)CC(F)(F)F)NC1CN(CC1)C